(±)-palmitoylcarnitine C(CCCCCCCCCCCCCCC)(=O)[C@](O)(C[N+](C)(C)C)CC([O-])=O |r|